N-(3-aminobicyclo[1.1.1]pentan-1-yl)-6-(3-methyl-5-(trifluoromethoxy)-1H-indol-2-yl)pyrazine-2-carboxamide NC12CC(C1)(C2)NC(=O)C2=NC(=CN=C2)C=2NC1=CC=C(C=C1C2C)OC(F)(F)F